O1C(=CC=C1)C1=C(C=C(C=C1)CNC)NS(=O)(=O)C1=CC2=CC=CC=C2C=C1 N-(2-(furan-2-yl)-5-((methylamino)methyl)phenyl)naphthalene-2-sulfonamide